6-(8-(quinolin-3-ylsulfonyl)-8-azaspiro[4.5]dec-2-yl)-2-oxa-6-azaspiro[3.3]heptane N1=CC(=CC2=CC=CC=C12)S(=O)(=O)N1CCC2(CCC(C2)N2CC3(COC3)C2)CC1